6-(3-chloro-2-fluoro-6-(1H-1,2,3-triazol-1-yl)phenyl)pyrimidin-4-ol ClC=1C(=C(C(=CC1)N1N=NC=C1)C1=CC(=NC=N1)O)F